FC=1C(=CC=2C3=C(N(C2C1)CC1=CC=C(C=C1)P(OC1=CC=CC=C1)(O)=O)C=CC=N3)OC phenyl hydrogen (4-((7-fluoro-8-methoxy-5H-pyrido[3,2-b]indol-5-yl)methyl)phenyl)phosphonate